FC(C(C(F)(F)F)OC(=O)N1CCC2(CCCN2CC2C(CC(CC2)C(F)(F)F)N2CC3C(C2)CN(C3)CC(=O)O)CC1)(F)F 2-(5-(2-((8-(((1,1,1,3,3,3-Hexafluoropropan-2-yl)oxy)carbonyl)-1,8-diazaspiro[4.5]decan-1-yl)methyl)-5-(trifluoromethyl)cyclohexyl)hexahydropyrrolo[3,4-c]pyrrol-2(1H)-yl)acetic acid